3-chloro-2,6-difluoro-N-(6-fluoropyridin-2-yl)-4-(3'-methyl-[2,3'-bipyrrolidin]-1'-yl)benzenesulfonamide ClC=1C(=C(C(=CC1N1CC(CC1)(C1NCCC1)C)F)S(=O)(=O)NC1=NC(=CC=C1)F)F